N1C=CC2=CC=CC(=C12)COC=1C(=CC(=C(C1)N1C(NC=2C(C1=O)=C(SC2)C(=O)O)=O)F)OC 3-(5-((1H-indol-7-yl)methoxy)-2-fluoro-4-methoxyphenyl)-2,4-dioxo-1H-thieno[3,4-d]pyrimidine-5-carboxylic acid